FC=1C=C(C=NC1OCC(F)(F)F)C=1N=CC=2N(C1)C=NN2 6-[5-fluoro-6-(2,2,2-trifluoroethoxy)-3-pyridinyl]-[1,2,4]Triazolo[4,3-a]Pyrazine